O.Cl.N[C@@H](CS)C(=O)O L-cystein hydrochloride monohydrate